Methyl carbamimidothioate hemisulfate salt S(=O)(=O)(O)O.C(N)(=N)SC.CSC(N)=N